CS(=O)(=O)C=1C=C(C=CC1)NC1=CC(=NC=C1)NC=1C=C2CCN(C2=CC1)C(C)=O 1-(5-((4-((3-(Methylsulfonyl)phenyl)amino)pyridin-2-yl)amino)indolin-1-yl)ethan-1-one